(E)-1-morpholino-4-phenylbut-3-en-2-amine O1CCN(CC1)CC(\C=C\C1=CC=CC=C1)N